C(C)(C)N1N=CC(=C1)NC1=NC=NC=C1 4-((1-isopropyl-1H-pyrazol-4-yl)amino)pyrimidin